N-[4-(3-chlorophenoxy)-3-sulfamoylphenyl]-2-(2,6-dichloro-3-cyclopropylphenyl)acetamide tert-butyl-N-[(1S)-2-amino-2-oxo-1-[[(3S)-2-oxo-3-piperidyl]methyl]ethyl]carbamate C(C)(C)(C)OC(N[C@H](C(=O)N)C[C@H]1C(NCCC1)=O)=O.ClC=1C=C(OC2=C(C=C(C=C2)NC(CC2=C(C(=CC=C2Cl)C2CC2)Cl)=O)S(N)(=O)=O)C=CC1